NC1=C(C(=O)N2CCC(CC2)C2=CNC3=NC=CC=C32)C=CC(=C1)OC(F)(F)F 3-{1-[2-amino-4-(trifluoromethoxy)benzoyl]piperidin-4-yl}-1H-pyrrolo[2,3-b]pyridine